COC1CC(C1)N (1r,3r)-3-methoxycyclobutan-1-amine